ClC=1C(N(C=CC1C)C)=O 3-chloro-1,4-dimethylpyridin-2(1H)-one